NC=1C=2N(C(=CN1)C)C(=NC2C2=C(C=C(C=C2)NC(C(O)C2=CC(=CC(=C2)F)F)=O)F)C([2H])([2H])[2H] N-[4-[8-amino-5-methyl-3-(trideuteriomethyl)imidazo[1,5-a]pyrazin-1-yl]-3-fluoro-phenyl]-2-(3,5-difluoro-phenyl)-2-hydroxy-acetamide